O1CCC2=C1C=C(C=C2)S(=O)(=O)C=2C=C(C=C(C2)N2CCOCC2)C=2C=NC(=NC2)N 5-(3-((2,3-dihydrobenzofuran-6-yl)sulfonyl)-5-morpholinophenyl)pyrimidin-2-amine